ClC[C@@H](COC1=C(C=C(C=C1)S(=O)(=O)C1=CC(=C(C=C1)OC[C@@H](COC)O)Cl)Cl)O (R)-1-chloro-3-(2-chloro-4-((3-chloro-4-((R)-2-hydroxy-3-methoxypropoxy)phenyl)sulfonyl)phenoxy)propan-2-ol